[5-(4-hexyloxy-1,2,5-thiadiazol-3-yl)-1-methyl-3,6-dihydro-2H-pyridin-1-ium-1-yl]methyl hexanoate chloride [Cl-].C(CCCCC)(=O)OC[N+]1(CCC=C(C1)C1=NSN=C1OCCCCCC)C